4-(6-methoxy-4-methyl-2,3-dioxo-3,4-dihydroquinoxalin-1(2H)-yl)piperidin COC=1C=C2N(C(C(N(C2=CC1)C1CCNCC1)=O)=O)C